(2S)-2-[(2S)-2-acetamido-3-(morpholin-4-yl)propionylamino]-5,5-dimethylhexanoic acid C(C)(=O)N[C@H](C(=O)N[C@H](C(=O)O)CCC(C)(C)C)CN1CCOCC1